(6-(4-(methylsulfonyl)piperidin-1-yl)pyridin-3-yl)boric acid CS(=O)(=O)C1CCN(CC1)C1=CC=C(C=N1)OB(O)O